3-((((9H-fluoren-9-yl)methoxy)carbonyl)(3-(dimethylamino)propyl)amino)propanoic acid C1=CC=CC=2C3=CC=CC=C3C(C12)COC(=O)N(CCC(=O)O)CCCN(C)C